di-n-hexadecyl-dithiopropionic acid C(CCCCCCCCCCCCCCC)C(C(=S)S)(C)CCCCCCCCCCCCCCCC